(((1-(4-methoxybenzyl)-6-oxo-5-(trifluoromethyl)-1,6-dihydropyridazin-4-yl)amino)propoxy)acetic acid COC1=CC=C(CN2N=CC(=C(C2=O)C(F)(F)F)NCCCOCC(=O)O)C=C1